(S)-5-((((2'-(3-((4-(((1-acetylpiperidin-4-yl)amino)methyl)-3-fluoropyridin-2-yl)amino)-2-methylphenyl)-3'-chloro-6-methoxy-[2,4'-bipyridin]-5-yl)methyl)amino)methyl)pyrrolidin-2-one C(C)(=O)N1CCC(CC1)NCC1=C(C(=NC=C1)NC=1C(=C(C=CC1)C1=NC=CC(=C1Cl)C1=NC(=C(C=C1)CNC[C@@H]1CCC(N1)=O)OC)C)F